methyl 8-(2,4-dichlorophenyl)-9-(5-((1-(3-fluoropropyl)azetidin-3-yl)methyl)pyridin-2-yl)-6,7-dihydro-5H-benzo[7]annulene-3-carboxylate ClC1=C(C=CC(=C1)Cl)C=1CCCC2=C(C1C1=NC=C(C=C1)CC1CN(C1)CCCF)C=CC(=C2)C(=O)OC